methyl 3-acetyl-1-(2-((2-((2'-chloro-2-fluoro-[1,1'-biphenyl]-3-yl) amino)-2-oxoethyl) (isopropyl) amino)-2-oxoethyl)-1H-indazole-5-carboxylate C(C)(=O)C1=NN(C2=CC=C(C=C12)C(=O)OC)CC(=O)N(C(C)C)CC(=O)NC=1C(=C(C=CC1)C1=C(C=CC=C1)Cl)F